Cl.NC(C(=O)NC=1C(=C(C=C(C1)CC=C)C1=CC(=C(C=C1)O)CC=C)O)CCSC 2-amino-N-(3',5-diallyl-2,4'-dihydroxy-[1,1'-biphenyl]-3-yl)-4-(methylthio)butanamide hydrochloride